The molecule is the trisodium salt of phosphonoformic acid. It is used as an antiviral agent in the treatment of cytomegalovirus retinitis (CMV retinitis, an inflamation of the retina that can lead to blindness) and as an alternative to ganciclovir for AIDS patients who require concurrent antiretroviral therapy but are unable to tolerate ganciclovir due to haematological toxicity. It has a role as an antiviral drug. It is an organic sodium salt and a one-carbon compound. It contains a phosphonatoformate. C(=O)([O-])P(=O)([O-])[O-].[Na+].[Na+].[Na+]